BrC=1C=C(C2=C(CC(N(CC2C2=C(C=CC(=C2)F)Cl)S(=O)(=O)C2=CC=C(C)C=C2)=O)C1)[N+](=O)[O-] 8-bromo-5-(2-chloro-5-fluorophenyl)-6-nitro-3-tosyl-1,3,4,5-tetrahydro-2H-benzo[d]azepin-2-one